FC1=C(C(=CC(=C1)OC)F)C1C(C(NC1)=O)NC=1OC(=NN1)C1=CC=C(C=C1)C(F)(F)F 4-(2,6-difluoro-4-methoxyphenyl)-3-({5-[4-(trifluoromethyl)phenyl]-1,3,4-oxadiazol-2-yl}amino)pyrrolidin-2-one